N1=C2C(=NO1)C=CC=C2 benzofurazan